ClC1=C2C(C(NC2=C(C=C1)Cl)=O)=O 4,7-dichloroisatin